2-((4-(4-(1H-1,2,3-triazol-1-yl)butyl)phenoxy)methyl)oxazole-4-carboxylic acid N1(N=NC=C1)CCCCC1=CC=C(OCC=2OC=C(N2)C(=O)O)C=C1